C(C)(C)(C)C1=CC=C(C=C1)C12CN(CC2C1)C(=O)C1CC2(C1)NC(CC2)=O (rac)-(2r,4s)-2-(1-(4-(tert-butyl)phenyl)-3-azabicyclo[3.1.0]hexane-3-carbonyl)-5-azaspiro[3.4]octan-6-one